N1(C=NC=C1)C1=CC=C(C(=N1)C)N1CCN(CC1)CC1=CN=C(S1)NC(=O)NCC 1-(5-((4-(6-(1H-imidazol-1-yl)-2-methylpyridin-3-yl)piperazin-1-yl)methyl)thiazol-2-yl)-3-ethylurea